normal pentyl acetate C(C)(=O)OCCCCC